N1=CC=C(C=C1)CC1=CN=C(N1)[C@@H](O)C=1SC=CN1 |r| rac-(5-(pyridin-4-yl-methyl)-1H-imidazol-2-yl)(thiazol-2-yl)methanol